(4-nitrophenyl) sulfamate S(N)(OC1=CC=C(C=C1)[N+](=O)[O-])(=O)=O